7-((6-((dimethyl-amino)meth-yl)pyridin-2-yl)amino)-4-(7-fluoro-imidazo[1,2-a]pyridin-3-yl)isoindolin-1-one CN(C)CC1=CC=CC(=N1)NC=1C=CC(=C2CNC(C12)=O)C1=CN=C2N1C=CC(=C2)F